ClCCOP(O)(=O)C1=C(C=CC=C1)Cl 2-chloroethyl-(2-chlorophenyl)phosphonic acid